N-hydroxymethyl-glycine C(C(=O)O)NCO